ClC1=CC=C(OC2=CC=C(C=C2)N2C(=NC(=C2)C2CCN(CC2)CCCCN2C=CC3=CC(=CC=C23)C#N)C2CCCCC2)C=C1 (4-(4-(1-(4-(4-chlorophenoxy)phenyl)-2-cyclohexyl-1H-imidazol-4-yl)piperidin-1-yl)butyl)-1H-indole-5-carbonitrile